ClC1=C(C(=CC=C1)F)CC(=O)NC1=CC(=C(C=C1)OC1=CC(=CC=C1)Cl)S(N)(=O)=O 2-(2-chloro-6-fluorophenyl)-N-[4-(3-chlorophenoxy)-3-Sulfamoylphenyl]acetamide